O=CCC12CCC(CC1)(C2)C(=O)O 4-(2-oxoethyl)bicyclo[2.2.1]heptane-1-carboxylic acid